tert-butyl 5-methoxy-4-({2-[4-(methoxycarbonyl)-2-(pyrrolidin-1-yl)phenyl]piperidin-1-yl}methyl)-7-methylindole-1-carboxylate COC=1C(=C2C=CN(C2=C(C1)C)C(=O)OC(C)(C)C)CN1C(CCCC1)C1=C(C=C(C=C1)C(=O)OC)N1CCCC1